CS(=O)(=O)OC1(CC1)COC=1N=C(C2=C(N1)C(=C(N=C2)Cl)F)N2C[C@H]1CC[C@@H](C2)C1(F)F (1-(((7-chloro-4-((1R,5S)-8,8-difluoro-3-azabicyclo[3.2.1]oct-3-yl)-8-fluoropyrido[4,3-d]pyrimidin-2-yl) oxy) methyl) cyclopropyl) methylsulfonate